CN(CCOC=1C=C2CN3[C@@H](C2=CC1)CN(C[C@H]3C)C3=C1C=CC=NC1=C(C=C3)C#N)C 5-[(4R,10bS)-8-[2-(dimethylamino)ethoxy]-4-methyl-3,4,6,10b-tetrahydro-1H-pyrazino[2,1-a]isoindol-2-yl]quinoline-8-carbonitrile